CN1C(=CC=2C1=NC(=CC2)C=2C=NNC2)C(=O)NCC2=C(C=CC=C2)C(F)(F)F 1-methyl-6-(1H-pyrazol-4-yl)-N-{[2-(trifluoromethyl)phenyl]methyl}pyrrolo[2,3-b]pyridine-2-carboxamide